3-(5-((4-(3,3-Dimethylbutanoyl)-3-hydroxy-2-methylphenoxy)methyl)pyrazin-2-yl)-N-(methylsulfonyl)benzamide CC(CC(=O)C1=C(C(=C(OCC=2N=CC(=NC2)C=2C=C(C(=O)NS(=O)(=O)C)C=CC2)C=C1)C)O)(C)C